N1=C(C=CC=C1)CN[C@H](CCO[C@@H]1C[C@@H](C1)CCC1=NC=2NCCCC2C=C1)C(=O)O N-picolyl-O-(cis-3-(2-(5,6,7,8-tetrahydro-1,8-naphthyridin-2-yl)ethyl)cyclobutyl)-D-homoserine